C(C)C(C(=O)[O-])(CCCCCC\C=C/CCCCCCCC)CCCCCC ethyl-hexyl-oleate